4-(2-amino-4-oxo-5-(1-(pyridin-3-ylmethyl)-1H-pyrazol-4-yl)-4,7-dihydro-3H-pyrrolo[2,3-d]pyrimidin-6-yl)-N,N-dimethylbenzenesulfonamide NC=1NC(C2=C(N1)NC(=C2C=2C=NN(C2)CC=2C=NC=CC2)C2=CC=C(C=C2)S(=O)(=O)N(C)C)=O